3-cyano-6-fluoro-2-methylbenzoic acid methyl ester COC(C1=C(C(=CC=C1F)C#N)C)=O